(2-hydroxyethyl)-triethoxysilane OCC[Si](OCC)(OCC)OCC